NC1=CC=C(C=C1)CCN1C(OCC1=O)C1=NN(N=C1C1=CC=C(C=C1)F)C1=CC(=CC(=C1)C)F 3-(4-aminophenyl-ethyl)-2-(2-(3-fluoro-5-methylphenyl)-5-(4-fluorophenyl)-2H-1,2,3-triazol-4-yl)oxazolidin-4-one